CC1=CC=C(N=N1)OCCN(CC[C@@H](C(=O)O)NC(CC1=CC=CC=C1)=O)CCCCC1=NC=2NCCCC2C=C1 (S)-4-((2-((6-methylpyridazin-3-yl)oxy)ethyl)(4-(5,6,7,8-tetrahydro-1,8-naphthyridin-2-yl)butyl)amino)-2-(2-phenylacetamido)butanoic acid